OCC1CN(CCC1O)C1=NC(=NC=C1)C1=CN=C2N1C=C(C=C2)C(F)(F)F 3-(hydroxymethyl)-1-(2-(6-(trifluoromethyl)imidazo[1,2-a]pyridin-3-yl)pyrimidin-4-yl)piperidin-4-ol